The molecule is a tetrapeptide composed of L-alanine, L-valine, L-aspartic acid, and L-serine joined in sequence by peptide linkages. It has a role as a metabolite. It derives from a L-alanine, a L-valine, a L-aspartic acid and a L-serine. C[C@@H](C(=O)N[C@@H](C(C)C)C(=O)N[C@@H](CC(=O)O)C(=O)N[C@@H](CO)C(=O)O)N